CC1=NC=CC(=C1)C1=C2C(=NC=C1)N(N=C2)CC(=O)NC=2C=NC(=CC2)C2=NC=CN=C2 2-[4-(2-methyl-4-pyridyl)pyrazolo[3,4-b]pyridin-1-yl]-N-(6-pyrazin-2-yl-3-pyridyl)acetamide